CC(C)(C1=CC=CC=C1)C1=C(C(=CC(=C1)C(C)(C)C1=CC=CC=C1)C(C)(C)C1=CC=CC=C1)O 2,4,6-tri(1-methyl-1-phenylethyl)phenol